N-(propan-2-yl)-1,6-dihydroimidazo[4,5-d]pyrrolo[2,3-b]pyridine-8-carboxamide CC(C)NC(=O)C1=CNC2=NC=C3C(=C21)NC=N3